BrC1=CC=C(C=C1)NS(=O)(=O)C=1C=C(C(=O)NCC(C)(N2CCOCC2)C)C=CC1 3-(N-(4-bromophenyl)sulfamoyl)-N-(2-methyl-2-morpholinopropyl)benzamide